C(C)(=O)C=1C(OC2=C(C1N1CCOCC1)C=CC(=C2)NC2=NC=CC(=N2)C2=C(C=C(C=C2)C)OC)=O 3-acetyl-7-{[4-(4-methyl-2-methoxyphenyl)pyrimidin-2-yl]amino}-4-morpholino-2H-benzopyran-2-one